3-((3,5-difluoro-4-((2-(trifluoromethyl)pyridin-4-yl)oxy)benzyl)oxy)-8a-ethyl-7,8,8a,9-tetrahydro-1H,6H-pyrrolo[1',2':3,4]imidazo[1,2-c]pyrimidin-1-one FC=1C=C(COC=2C=C3N(C(N2)=O)CC2(N3CCC2)CC)C=C(C1OC1=CC(=NC=C1)C(F)(F)F)F